N1C(=NC=C1)CC(=O)N1CC2=CC(=CC=C2CC1)OC1=CC=C(C=C1)C(F)(F)F 2-(1H-imidazol-2-yl)-1-(7-(4-(trifluoromethyl)-phenoxy)-3,4-dihydroisoquinolin-2(1H)-yl)ethan-1-one